7-(4-aminophenyl)-7-azaspiro[3.5]nonan-2-one NC1=CC=C(C=C1)N1CCC2(CC(C2)=O)CC1